OC(CN(CC(=O)O)C1=C(C=CC=C1)C)COC(C(=C)C)=O N-(2-hydroxy-3-((2-methyl-1-oxo-2-propenyl)oxy)propyl)-N-tolylglycine